(oxetan-3-yl)-2-azaspiro[3.3]heptan O1CC(C1)C1NCC12CCC2